3-amino-N,N,2,2-tetramethylpropionamide NCC(C(=O)N(C)C)(C)C